(S)-3-amino-3-(5-methoxybiphenyl-3-yl)propionic acid ethyl ester C(C)OC(C[C@@H](C=1C=C(C=C(C1)OC)C1=CC=CC=C1)N)=O